1-(4-(4-((3-chloro-4-fluorophenyl)amino)quinazolin-6-yl)phenyl)-3-methylurea ClC=1C=C(C=CC1F)NC1=NC=NC2=CC=C(C=C12)C1=CC=C(C=C1)NC(=O)NC